tert-butyl ((1-(3-chloro-4-ethoxybenzyl)pyrrolidin-3-yl)methyl)carbamate ClC=1C=C(CN2CC(CC2)CNC(OC(C)(C)C)=O)C=CC1OCC